1-(3-((2-amino-5-chloropyridin-3-yl)oxy)phenyl)-3-(4-tolyl)urea NC1=NC=C(C=C1OC=1C=C(C=CC1)NC(=O)NC1=CC=C(C=C1)C)Cl